C(C)(C)(C)C1=C(C=C(C(=C1)OC)C(C)(C)C)OC 1,4-di-t-butyl-2,5-dimethoxybenzene